(3aS,6aS)-tert-butyl hexahydropyrrolo[3,4-b]pyrrole-5(1H)-carboxylate N1[C@H]2[C@@H](CC1)CN(C2)C(=O)OC(C)(C)C